(5'S,7a'R)-5'-(3,5-difluorophenyl)-1-[5-(propan-2-yl)-1,2-oxazole-4-carbonyl]-tetrahydro-3'H-spiro[piperidine-4,2'-pyrrolo[2,1-b][1,3]-oxazol]-3'-one FC=1C=C(C=C(C1)F)[C@@H]1CC[C@H]2OC3(C(N21)=O)CCN(CC3)C(=O)C=3C=NOC3C(C)C